C1CCC12CC(CC2)=O spiro[3.4]Octane-6-one